methyl 5-(4-(((benzyloxy)carbonyl)amino)-2-(4,4,5,5-tetramethyl-1,3,2-dioxaborolan-2-yl)-6-(trifluoromethyl)phenyl)pent-4-ynoate C(C1=CC=CC=C1)OC(=O)NC1=CC(=C(C(=C1)C(F)(F)F)C#CCCC(=O)OC)B1OC(C(O1)(C)C)(C)C